C(C)(C)(C)N1C(CCC1)C1=CC=C(C=C1)Br tert-butyl-2-(4-bromophenyl)pyrrolidine